C(C)(C)C1=C(NC2=CC=C(C=C12)C1CCN(CC1)C(=O)OC(C)(C)C)C1=CC=2N(C(=C1)C)N=CC2C(NC)=O Tert-butyl 4-(3-isopropyl-2-(7-methyl-3-(methylcarbamoyl) pyrazolo[1,5-a]pyridin-5-yl)-1H-indol-5-yl)piperidine-1-carboxylate